ClC1=NC(=C2C(=N1)N(N=C2)C)NCC2=CC(=C(C=C2)C)Cl 6-chloro-N-[(3-chloro-4-methyl-phenyl)methyl]-1-methyl-pyrazolo[3,4-d]Pyrimidin-4-amine